C(=O)(O)CN(CC(=O)O)CC#N N-(carboxymethyl)-N-(cyanomethyl)-glycine